BrC1=CC=C(C=C1)C=1C(OC2=C(C(=CC=C2C1)O)C=O)=O 3-(4-Bromophenyl)-7-hydroxy-2-oxochromene-8-carbaldehyde